BrC=1C(=C(C=CC1)CC=1C(=NC=2N(C1N)N=CN2)C)OC(F)(F)F 6-{[3-bromo(trifluoromethoxy)phenyl]methyl}-5-methyl-[1,2,4]triazolo[1,5-a]pyrimidin-7-amine